8-amino-3-formyl-7-(3-methoxy-2,6-dimethylphenyl)-7H-imidazo[1,2-c]pyrrolo[3,2-e]pyrimidine-9-carbonitrile NC1=C(C=2C=3N(C=NC2N1C1=C(C(=CC=C1C)OC)C)C(=CN3)C=O)C#N